N-((S)-1,1-dicyclopropyl-3-((2-fluoro-4-((S)-1-oxo-1-(4-(2,2,2-trifluoroethyl)piperazin-1-yl)propan-2-yl)phenyl)amino)-3-oxopropan-2-yl)-1-isopropyl-1H-pyrazole-5-carboxamide C1(CC1)C([C@@H](C(=O)NC1=C(C=C(C=C1)[C@@H](C(N1CCN(CC1)CC(F)(F)F)=O)C)F)NC(=O)C1=CC=NN1C(C)C)C1CC1